C(C)(C)(C)OC(=O)N([C@H](C(=O)[O-])CC(C)(C)F)C (2S)-2-[tert-butoxy-carbonyl (methyl) amino]-4-fluoro-4-methyl-pentanoate